(2R)-2-[1-(1-fluorocyclopropane-1-carbonyl)-1,2,3,4-tetrahydroquinolin-6-yl]-N-(5-fluoropyridin-2-yl)propanamide FC1(CC1)C(=O)N1CCCC2=CC(=CC=C12)[C@H](C(=O)NC1=NC=C(C=C1)F)C